C(C)(C)(C)OC(=O)N1[C@H](CC[C@@H](C1)NC(COC1=CC(=C(C=C1)Cl)F)=O)C(NOCCOC(F)(F)F)=O (2r,5s)-5-[2-(4-chloro-3-fluorophenoxy)acetamido]-2-{[2-(trifluoromethoxy)ethoxy]carbamoyl}piperidine-1-carboxylic acid tert-butyl ester